4-[[2-[[2-(2,6-dioxo-3-piperidyl)-1-oxo-isoindolin-4-yl]amino]acetyl]amino]butanoic acid O=C1NC(CCC1N1C(C2=CC=CC(=C2C1)NCC(=O)NCCCC(=O)O)=O)=O